Methyl 1-(6-bromo-7-fluoro-3-nitroquinolin-4-yl)-3-(3-fluorophenyl)cyclobutane-1-carboxylate BrC=1C=C2C(=C(C=NC2=CC1F)[N+](=O)[O-])C1(CC(C1)C1=CC(=CC=C1)F)C(=O)OC